CC1CC(NN1)NC2=NC(=C3C=CC=NC3=C2)NC4C[C@H]5CC[C@@H](C4)N5S(=O)(=O)CCOC N5-((1R,3s,5S)-8-((2-methoxyethyl)sulfonyl)-8-azabicyclo[3.2.1]octan-3-yl)-N7-(5-methyl-1H-pyrazol-3-yl)-1,6-naphthyridine-5,7-diamine